ClC1=C(C=C2C=C(N=CC2=C1)NC(=O)[C@H]1C([C@H]1C)(F)F)C1CCN(CC1)C1COC1 (1S,3S)-N-(7-chloro-6-(1-(oxetan-3-yl)piperidin-4-yl)isoquinolin-3-yl)-2,2-difluoro-3-methylcyclopropane-1-carboxamide